C1(CC1)N1C=C(C(C2=CC(=C(C(=C12)OC)N1CC2N(CCCC2C1)C(C)=O)F)=O)C(C=CC1=CC=C(C=C1)Cl)=O 1-cyclopropyl-6-fluoro-7-(1-acetyl-octahydro-6H-pyrrolo[3,4-b]pyridin-6-yl)-3-(4-chlorocinnamoyl)-8-methoxyquinolin-4(1H)-one